COC=1N=C2C(=CC=NC2=CC1OC)OC1=C(C=C(C=C1)NC(=O)C1(CC1)C(=O)N(C)C1=CC=C(C=C1)F)F 1-N-[4-[(6,7-Dimethoxy-1,5-naphthyridin-4-yl)oxy]-3-fluorophenyl]-1-N'-(4-fluorophenyl)-1-N'-methylcyclopropane-1,1-dicarboxamide